4-(Azetidin-3-ylsulfonyl)-N-(2-(4,4-difluoropiperidin-1-yl)-6-methylpyrimidin-4-yl)-2-(6-azaspiro[2.5]octan-6-yl)benzamide N1CC(C1)S(=O)(=O)C1=CC(=C(C(=O)NC2=NC(=NC(=C2)C)N2CCC(CC2)(F)F)C=C1)N1CCC2(CC2)CC1